N[C@H]1CN(CC1)C(=O)C=1NC2=C(C(=C(C=C2C1)F)Br)F (R)-(3-Aminopyrrolidin-1-yl)(6-bromo-5,7-difluoro-1H-indol-2-yl)methanone